ClC1(CC=C(C=C1)N(C1=CC(=NN1F)F)C1=C(C=C(C=C1F)F)F)F N-(4-chloro-4-fluorophenyl)-N-(2-fluoro-6-fluoro-4-fluorophenyl)-1,3-difluoro-1H-pyrazol-5-amine